C(C)OC(CCCC1(CN(CC1)C(=O)OC(C)(C)C)C(=O)OCC)=O 1-tert-Butyl 3-ethyl 3-(4-ethoxy-4-oxobutyl)pyrrolidine-1,3-dicarboxylate